C1(CC1)N(CCC(C(=O)O)NC(C(C)(C=1C=NC=CC1)C)=O)CCCCC1=NC=2NCCCC2C=C1 4-[cyclopropyl-[4-(5,6,7,8-tetrahydro-1,8-naphthyridin-2-yl)butyl]amino]-2-[[2-methyl-2-(3-pyridyl)propanoyl]amino]butanoic acid